triacontanediol CCCCCCCCCCCCCCCCCCCCCCCCCCCCCC(O)O